N-decanoyl-sarcosine sodium [Na].C(CCCCCCCCC)(=O)N(C)CC(=O)O